C[C@@H]1N(C[C@H](N(C1)[C@@H](C)C=1C=C2N=C(C=NC2=CC1)C)C)C=1N(N=C2C1N(C(N=C2)=O)C)C2OCCCC2 ((2S,5R)-2,5-dimethyl-4-((S)-1-(3-methylquinoxalin-6-yl)ethyl)piperazin-1-yl)-4-methyl-2-(tetrahydro-2H-pyran-2-yl)-2,4-dihydro-5H-pyrazolo[4,3-d]pyrimidin-5-one